ethyl 2-((1-chloropyrrolo[1,2-d][1,2,4]triazin-4-yl)thio)acetate ClC=1C=2N(C(=NN1)SCC(=O)OCC)C=CC2